C/C/1=C\CCC(=C)[C@H]2CC([C@@H]2CC1)(C)C beta-Caryophyllen